FC(C1=NC=CC(=C1)OC1=C(C=C(C=C1F)CO)F)F (4-((2-(difluoromethyl)pyridin-4-yl)oxy)-3,5-difluorophenyl)methanol